2-chloro-9-(cis-3-hydroxycyclobutyl)-7-methyl-7,9-dihydro-8H-purin-8-one ClC1=NC=C2N(C(N(C2=N1)[C@@H]1C[C@@H](C1)O)=O)C